OC[C@@](C)(O)C=1C=C(SC1)S(=O)(N)=NC(NC1=C2C(=NC3=C1CCC3)C(CC2)(C)C)=O 4-((S)-1,2-dihydroxypropan-2-yl)-N'-((3,3-dimethyl-1,2,3,5,6,7-hexahydrodicyclopenta[b,e]pyridin-8-yl)carbamoyl)thiophene-2-sulfonimidamide